3,4-dimethyl-N-[[4-(morpholinomethyl)phenyl]methyl]pyrimido[4',5':4,5]thieno[2,3-c]pyridazin-8-amine hydrochloride Cl.CC1=C(C2=C(N=N1)SC1=C2N=CN=C1NCC1=CC=C(C=C1)CN1CCOCC1)C